3-(5-((11-(3-(7-(4-(2-hydroxyethyl)piperazin-1-yl)-2-methyl-5-phenyl-pyrazolo[1,5-a]pyrimidin-3-yl)phenyl)undecyl)amino)-2-methyl-4-oxoquinazolin-3(4H)-yl)piperidine-2,6-dione OCCN1CCN(CC1)C1=CC(=NC=2N1N=C(C2C=2C=C(C=CC2)CCCCCCCCCCCNC2=C1C(N(C(=NC1=CC=C2)C)C2C(NC(CC2)=O)=O)=O)C)C2=CC=CC=C2